2-chloro-5-(1H-pyrrol-1-yl)pyrimidin-4-amine ClC1=NC=C(C(=N1)N)N1C=CC=C1